4-(5-(3,5-dichloro-4-fluorophenyl)-5-(trifluoromethyl)-4,5-dihydroisoxazol-3-yl)-N-(5-ethyl-1-methyl-1H-1,2,4-triazol-3-yl)-2-methylbenzamide ClC=1C=C(C=C(C1F)Cl)C1(CC(=NO1)C1=CC(=C(C(=O)NC2=NN(C(=N2)CC)C)C=C1)C)C(F)(F)F